chloro-4b-hydroxy-7-methyl-4-nitro-4b,9b-dihydro-10H-indeno[1,2-b]benzofuran-10-one ClC1=C2C(C3C(OC4=C3C=CC(=C4)C)(C2=C(C=C1)[N+](=O)[O-])O)=O